NC1=NN(C2=NC(=C(C=C21)F)N2CCCC2)C(=O)C2=C(C(=CC=C2)F)OC (3-amino-5-fluoro-6-(pyrrolidin-1-yl)-1H-pyrazolo[3,4-b]pyridin-1-yl)(3-fluoro-2-methoxyphenyl)methanone